CN1C=C([C@H]2[C@H](OC)[C@H](O)[C@@H](CO)O2)C(NC1=O)=O N1-methyl-2'-O-methyl-pseudouridine